C(C)[C@H]1N(C[C@@H]2N(C1)C(N(C2)C2=C(C=C(C=C2)F)C(F)(F)F)=O)C(=O)OC(C)(C)C tert-Butyl (6R,8aR)-6-ethyl-2-[4-fluoro-2-(trifluoromethyl)phenyl]-3-oxo-5,6,8,8a-tetrahydro-1H-imidazo[1,5-a]pyrazine-7-carboxylate